N-(2-(7-chloro-2-((4-morpholinylphenyl)amino)quinazolin-8-yl)pyridin-4-yl)acrylamide ClC1=CC=C2C=NC(=NC2=C1C1=NC=CC(=C1)NC(C=C)=O)NC1=CC=C(C=C1)N1CCOCC1